5-(5-bromopyridin-2(1H)-ylidene)-2,2-dimethyl-1,3-dioxane-4,6-dione BrC=1C=CC(NC1)=C1C(OC(OC1=O)(C)C)=O